(5S)-3-(3,5-Difluorophenyl)-5-[(1S)-1-hydroxyethyl]-4,5-dihydro-1,2-oxazol FC=1C=C(C=C(C1)F)C1=NO[C@@H](C1)[C@H](C)O